BrC=1C=C(C=CC1)C1(CCC1)CC(=O)O 2-(1-(3-bromophenyl)cyclobutyl)acetic acid